2-cyanoethyl-4-(4-cyano-2,3-dihydro-1-benzofuran-7-yl)-5-cyclopentoxy-2,8-dimethyl-1,4-dihydro-1,6-naphthyridine-3-carboxylate C(#N)CCOC(=O)C1=C(NC2=C(C=NC(=C2C1C1=CC=C(C=2CCOC21)C#N)OC2CCCC2)C)C